ClC1=C(CN2C[C@@H](N(C[C@H]2C)C=2C3=C(N(C(N2)=O)C)C=CC(=N3)C#N)C)C=C(C(=C1)F)F 4-((2S,5R)-4-(2-chloro-4,5-difluorobenzyl)-2,5-dimethylpiperazin-1-yl)-1-methyl-2-oxo-1,2-dihydropyrido[3,2-d]pyrimidine-6-carbonitrile